[N+](=O)([O-])[O-].[Mn+2].NC1=NON=C1C1=NN=C(N1N)N.[N+](=O)([O-])[O-] 3-amino-4-(4,5-diamino-1,2,4-triazole-3-yl)-furazan manganese nitrate